Bromo-4-(4-Bromobutoxy)Benzene BrC1=CC=C(C=C1)OCCCCBr